(5-((6-amino-2-(methylsulfonyl)-8-oxo-7,8-dihydro-9H-purin-9-yl)methyl)-2-methoxybenzyl)(3-(hydroxymethyl)phenyl)carbamic acid tert-butyl ester C(C)(C)(C)OC(N(C1=CC(=CC=C1)CO)CC1=C(C=CC(=C1)CN1C2=NC(=NC(=C2NC1=O)N)S(=O)(=O)C)OC)=O